1-(9Z-heptadecenoyl)-2-(9Z,12Z,15Z-octadecatrienoyl)-glycero-3-phospho-(1'-sn-glycerol) CCCCCCC/C=C\CCCCCCCC(=O)OC[C@H](COP(=O)(O)OC[C@H](CO)O)OC(=O)CCCCCCC/C=C\C/C=C\C/C=C\CC